NCCCC[C@@H](C(COC=1C=NC(=NC1)C)=O)NC(C(C)(C)OC)=O (S)-N-(7-amino-1-((2-methylpyrimidin-5-yl)oxy)-2-oxohept-3-yl)-2-methoxy-2-methylpropanamide